C(#N)C=1C=C(C(=C2N=CC=NC12)N1C[C@@H](C[C@@H](C1)C)NC(CN(C)C)=O)F N-[(3R,5S)-1-(8-cyano-6-fluoroquinoxalin-5-yl)-5-methylpiperidin-3-yl]-2-(dimethylamino)acetamide